P(O)(O)O.P(O)(O)O.C(C)(C)(C)C1=C(C=CC(=C1)C(C)(C)C)C(O)(C(CO)(CO)CO)C1=C(C=C(C=C1)C(C)(C)C)C(C)(C)C di(2,4-di-t-butylphenyl)pentaerythritol bisphosphite